C1(CC1)NC(=O)NC1=C(C=C(C(=C1)C1=CC2=C(N=C(N=C2)NC)N2C1=NCC2)C)F 1-cyclopropyl-3-(2-fluoro-4-methyl-5-(2-(methylamino)-8,9-dihydroimidazo[1',2':1,6]pyrido[2,3-d]pyrimidin-6-yl)phenyl)urea